C(#N)C1=CC(=C(COC2=NC(=NC=C2)C2=CC(=C(CN3N(C4=CC(=CC=C4C3=O)C(=O)O)C[C@H]3OCC3)C=C2F)F)C=C1)OC (S)-2-(4-(4-((4-cyano-2-methoxybenzyl)oxy)pyrimidin-2-yl)-2,5-difluorobenzyl)-1-((oxetan-2-yl)methyl)-3-oxo-2,3-dihydro-1H-indazole-6-carboxylic acid